ClC1=CC=C(OC2C(N(C3CC23)C2=CC(=NN2)C2=CN=NC=C2)=O)C=C1 Endo-4-(4-chlorophenoxy)-2-(3-(pyridazin-4-yl)-1H-pyrazol-5-yl)-2-azabicyclo[3.1.0]hexan-3-one